6-CHLORO-2-CYCLOPROPYL-IMIDAZO[1,2-B]PYRIDAZINE-3-CARBALDEHYDE ClC=1C=CC=2N(N1)C(=C(N2)C2CC2)C=O